tert-Butyl N-[7-({N-[2-(hydroxymethyl)phenyl]acetamido}methyl)quinolin-2-yl]carbamate OCC1=C(C=CC=C1)N(C(C)=O)CC1=CC=C2C=CC(=NC2=C1)NC(OC(C)(C)C)=O